5-(2-(3-oxa-6-azabicyclo[3.1.1]heptan-6-yl)-6-methoxybenzo[d]thiazole-7-carboxamido)-2-methoxyisonicotinic acid C12COCC(N1C=1SC3=C(N1)C=CC(=C3C(=O)NC3=CN=C(C=C3C(=O)O)OC)OC)C2